BrC=1N=C(C(=NC1)N)OCC1=CC=NC=C1 5-bromo-3-(pyridin-4-ylmethoxy)pyrazin-2-amine